[Cl-].[Cl-].CC=1C(=C(C(=C2C(=C(C(C12)[Zr+2][Si](C)(C)C1C=CC=C1)C)C)C1=CC=C(C=C1)C(C)(C)C)C)C tetramethylcyclopentadienyl-dimethylsilyl-2-methyl-4-(4'-t-butylphenyl)indenyl-zirconium dichloride